NCC=1C=C2CN(C(C2=CC1F)=O)C1C(NC(C1)=O)=O 3-(5-(aminomethyl)-6-fluoro-1-oxoisoindolin-2-yl)pyrrolidine-2,5-dione